gamma-aminopropylbutanone oxime NCCCCC(CC)=NO